2,2,2-trifluoroethyl-pyrazine-2-carboxamide FC(CC=1C(=NC=CN1)C(=O)N)(F)F